C(C(O)CO)CCCCCCCC/C=C/CCCCCCCC(=O)O glyceryl-mono-elaidic acid